N-((3R)-1-(2-(2,6-dioxopiperidin-3-yl)-1,3-dioxoisoquinolin-5-yl)pyrrolidin-3-yl)-5-(4-((7-Ethyl-6-oxo-5,6-dihydro-1,5-naphthyridin-3-yl)methyl)piperazin-1-yl)pyridine-2-carboxamide O=C1NC(CCC1N1C(C2=CC=CC(=C2CC1=O)N1C[C@@H](CC1)NC(=O)C1=NC=C(C=C1)N1CCN(CC1)CC=1C=NC=2C=C(C(NC2C1)=O)CC)=O)=O